OCC1=CC=CC=2C(OC=3C=C(C=C(C3C21)O)CCCCC)(C)C 10-(hydroxymethyl)-6,6-dimethyl-3-pentyl-6H-benzo[c]chromen-1-ol